COCCOC1=CC=C(C=C1)CN (4-(2-methoxyethoxy)phenyl)methylamine